N-ethyl-5-fluoro-2-(3-methyl-6-{1-[(3S)-2-methyl-6-oxohexan-3-yl]azetidin-3-yl}imidazo[1,5-a]pyridin-8-yl)-N-(isopropyl)benzamide C(C)N(C(C1=C(C=CC(=C1)F)C=1C=2N(C=C(C1)C1CN(C1)[C@H](C(C)C)CCC=O)C(=NC2)C)=O)C(C)C